(methyl) chloride CCl